OC1=C2C=CC(OC2=CC(=C1C(=O)O)CCCCC)(CCC=C(C)C)C 5-hydroxy-2-methyl-2-(4-methyl-3-penten-1-yl)-7-pentyl-2H-chromene-6-carboxylic acid